C(#C)C=1SC=C(N1)C(=O)NCCC1=CC=C(C=C1)C1=C2C=NC=NC2=CC=C1 2-Ethynyl-N-(4-(quinazolin-5-yl)phenethyl)thiazole-4-carboxamide